N-((4,4-difluorocyclohexyl)methyl)-5-(4-fluoro-2-methyl-1-(1-methylpiperidin-4-yl)-1H-benzo[d]imidazol-6-yl)-7H-pyrrolo[2,3-d]pyrimidin-2-amine FC1(CCC(CC1)CNC=1N=CC2=C(N1)NC=C2C=2C=C(C1=C(N(C(=N1)C)C1CCN(CC1)C)C2)F)F